tert-butyl 2-amino-6-chlorobenzylcarbamate NC1=C(CNC(OC(C)(C)C)=O)C(=CC=C1)Cl